[2H]N deutero-amine